2,4-dichloro-5-methylaniline ClC1=C(N)C=C(C(=C1)Cl)C